FC1=CC=C(C=C1)NCC1=NN=C(O1)C1=CC=C(N=N1)C1CN(CCC1)C(=O)OC(C)(C)C 2-methylpropan-2-yl 3-[6-(5-{[(4-fluorophenyl)amino]methyl}-1,3,4-oxadiazol-2-yl)-1,2-diazin-3-yl]hexahydropyridine-1-carboxylate